The molecule is a quassinoid that is the 15-O-propionyl derivative of bruceolide. It has been isolated from Brucea javanica and Brucea sumatrana. It has a role as a plant metabolite. It is a delta-lactone, a cyclic ether, an enol, an enone, a methyl ester, an organic heteropentacyclic compound, a propanoate ester, a quassinoid and a triol. It derives from a bruceolide. CCC(=O)O[C@@H]1[C@@H]2[C@@]34CO[C@]2([C@H]([C@@H]([C@@H]3[C@]5(CC(=O)C(=C([C@@H]5C[C@H]4OC1=O)C)O)C)O)O)C(=O)OC